BrCC1=NSC(=C1)C(F)(F)F 3-(bromometh-yl)-5-(trifluorometh-yl)isothiazole